BrC1=CC(=CC(=N1)NC(=O)[C@H]1N([C@@H]2C[C@@]2(C1)C)C(=O)OC(C)(C)C)OC (1R,3S,5R)-tert-butyl 3-((6-bromo-4-methoxypyridin-2-yl) carbamoyl)-5-methyl-2-azabicyclo[3.1.0]hexane-2-carboxylate